t-Butyl 8-((6-oxo-1,6-dihydropyridin-3-yl)amino)-3,4-dihydroisoquinoline-2(1H)-carboxylate O=C1C=CC(=CN1)NC=1C=CC=C2CCN(CC12)C(=O)OC(C)(C)C